C(C)(C)(C)C=1C=C(C=C(OC2=CC=3N(C4=CC=CC=C4C3C=C2)C2=NC=C(C(=C2C([2H])([2H])[2H])C2=CC=CC=C2)C([2H])([2H])[2H])C1)N1C=NC2=C1C=CC=C2 2-[5-tert-butyl-3-(benzimidazol-1-yl)phenoxy]-9-[3,5-di(methyl-d3)-4-phenylpyridin-2-yl]carbazole